BrC=1C=CC(=NC1Cl)NC(C(=C)C1CC1)=O N-(5-bromo-6-chloropyridin-2-yl)-2-cyclopropylacrylamide